C(OC(C#C)C(C)(C)C)([O-])=O tert-butylpropargyl carbonate